CC1=C2CCCC2=C(C=C1)OC[C@@H]([C@H](C)NC(C)C)O The molecule is an indane substituted at position 7 by a methyl group and at position 4 by a 3-(isopropylamino)-2-hydroxybutoxy group (the 2R,3S-diastereomer). It has a role as a beta-adrenergic antagonist. It is a member of indanes, an aromatic ether, a secondary alcohol and a secondary amino compound.